C1=C(C=CCCC(CCCCCCCCCCC)O)O1 7-epoxyoctadecadienol